2-([1,1'-biphenyl]-4-yl)-4-(3-chlorophenyl)-6-phenyltriazine C1(=CC=C(C=C1)N1NC(=CC(=N1)C1=CC(=CC=C1)Cl)C1=CC=CC=C1)C1=CC=CC=C1